FC=1C=CC(=C(C1)C1=NC=CC2=C1CN(C2=O)C2=CC=C(C=C2)F)OC 4-(5-fluoro-2-methoxyphenyl)-2-(4-fluorophenyl)-2,3-dihydro-1H-pyrrolo[3,4-c]pyridin-1-one